6-chloro-5-fluoro-N-[2-(3-hydroxy-3-methylbutyl)-7-methoxyimidazo[1,2-a]pyridin-6-yl]pyridine-2-carboxamide ClC1=C(C=CC(=N1)C(=O)NC=1C(=CC=2N(C1)C=C(N2)CCC(C)(C)O)OC)F